methyl ((2-(2-(2-(2-((4,4-difluorocyclohexyl)amino)ethyl)-1,3-dioxolan-2-yl)ethoxy)-4-methylphenyl)sulfonyl)-L-prolinate FC1(CCC(CC1)NCCC1(OCCO1)CCOC1=C(C=CC(=C1)C)S(=O)(=O)N1[C@@H](CCC1)C(=O)OC)F